N-((6-((4-chloro-3-methoxyphenyl)amino)-2-morpholinopyrimidin-4-yl)methyl)picolinamide ClC1=C(C=C(C=C1)NC1=CC(=NC(=N1)N1CCOCC1)CNC(C1=NC=CC=C1)=O)OC